1-(8-bromo-[1,2,4]triazolo[1,5-a]pyridin-5-yl)ethan-1-one BrC=1C=2N(C(=CC1)C(C)=O)N=CN2